C(C=C)(=O)N1C[C@@H](N(CC1)C=1C2=C(N(C(N1)=O)C=1C(=NC=CC1C(C)C)S(=O)(=O)C)N=C(C(=C2)F)C2=C(C=C(C=C2)F)Cl)C (S)-4-(4-acryloyl-2-methylpiperazin-1-yl)-7-(2-chloro-4-fluorophenyl)-6-fluoro-1-(4-isopropyl-2-(methylsulfonyl)pyridin-3-yl)pyridino[2,3-d]pyrimidin-2(1H)-one